N-[1-[(2R,6R)-6-[[bis(4-methoxyphenyl)-phenyl-methoxy]methyl]-6-[[2-cyanoethoxy-(diisopropylamino)phosphanyl]oxymethyl]-4-cyclohexyl-morpholin-2-yl]-2-oxo-pyrimidin-4-yl]benzamide COC1=CC=C(C=C1)C(OC[C@@]1(O[C@H](CN(C1)C1CCCCC1)N1C(N=C(C=C1)NC(C1=CC=CC=C1)=O)=O)COP(N(C(C)C)C(C)C)OCCC#N)(C1=CC=CC=C1)C1=CC=C(C=C1)OC